C(C1=CC=CC=C1)N1N=CC(=C1)C(=O)N1CC2(CN(C2)C(=O)[C@@H]2C(C2)(C)C)C(C1)C1=NOC(=C1)NC(=O)C1CC1 N-(3-(6-(1-benzyl-1H-pyrazole-4-carbonyl)-2-((S)-2,2-dimethylcyclopropane-1-carbonyl)-2,6-diazaspiro[3.4]octan-8-yl)isoxazol-5-yl)cyclopropanecarboxamide